6-(4-((tert-butyldimethylsilyl)oxy)phenyl)-8-methyl-2-(methylsulfonyl)pyrido[2,3-d]pyrimidin-7(8H)-one [Si](C)(C)(C(C)(C)C)OC1=CC=C(C=C1)C1=CC2=C(N=C(N=C2)S(=O)(=O)C)N(C1=O)C